CC=1C(=CC=C2C(CCOC12)=O)O[C@@H](C1=CC=C(C#N)C=C1)C1=CC=CC=C1 (R,S)-4-(((8-Methyl-4-oxochroman-7-yl)oxy)(phenyl)methyl)benzonitrile